L-arabinonic acid O=C([C@H](O)[C@@H](O)[C@@H](O)CO)O